C(C)(C)(C)OCC#C 3-(tert-butoxy)prop-1-yne